C(C)C(CO)(CO)COCC(CO)(C)C 2-ethyl-2-((3-hydroxy-2,2-dimethylpropoxy)methyl)propane-1,3-diol